(6-hydroxy-8-methyl-10-phenyl-[1,2,4]triazolo[5,1-a]isoquinoline-5-carbonyl)glycine OC1=C(N2C(C3=C(C=C(C=C13)C)C1=CC=CC=C1)=NC=N2)C(=O)NCC(=O)O